C(C)N(C(C1=C(C=CC(=C1)F)OC1=C(N=CN=N1)N1CC2(CN(C2)[C@H](C(C)C)CCCN(C)C(C)C)CC1)=O)C(C)C (S)-N-ethyl-5-fluoro-N-isopropyl-2-((5-(2-(6-(isopropyl(methyl)amino)-2-methylhexan-3-yl)-2,6-diazaspiro[3.4]octan-6-yl)-1,2,4-triazin-6-yl)oxy)benzamide